(E)-N-benzyl-3-ethoxyacrylamide C(C1=CC=CC=C1)NC(\C=C\OCC)=O